IC1=C(C=CC=C1)N1C=CC2=CC=C(C=C12)F 1-(2-iodophenyl)-6-fluoro-1H-indole